N-[6-(difluoromethyl)-5-methyl-3-pyridyl]-2-[(2S,5R)-5-methyl-2-(2-oxo-3,4-dihydro-1H-Quinolin-6-yl)-1-piperidyl]-2-oxo-acetamide FC(C1=C(C=C(C=N1)NC(C(=O)N1[C@@H](CC[C@H](C1)C)C=1C=C2CCC(NC2=CC1)=O)=O)C)F